OCCN1CCNCC1 N-(2-Hydroxyethyl)piperazin